8-(4-chlorophenyl)-6-(2-methyl-2H-indazol-5-yl)-2-((methylsulfonyl)methyl)-1,6-naphthyridin-7(6H)-one ClC1=CC=C(C=C1)C=1C(N(C=C2C=CC(=NC12)CS(=O)(=O)C)C1=CC2=CN(N=C2C=C1)C)=O